C1(CC1)N1C(CN2C(CC1)=CC(=N2)NC2=NC=C1CCN(CC1=C2)C(=O)OC(C)(C)C)=O tert-butyl 7-({6-cyclopropyl-7-oxo-4H,5H,6H,7H,8H-pyrazolo[1,5-d][1,4]diazepin-2-yl} amino)-1,2,3,4-tetrahydro-2,6-naphthyridine-2-carboxylate